C(#N)C=1C=C(C=CC1OC1=CC=CC=C1)C=1SC=2N=CN=C(C2N1)O 2-(3-Cyano-4-phenoxyphenyl)-7-hydroxythiazolo(5,4-d)pyrimidine